dimethylsilandiyl-bis(2-ethyl-4-phenylindenyl)zirconium dichloride [Cl-].[Cl-].C[Si](=[Zr+2](C1C(=CC2=C(C=CC=C12)C1=CC=CC=C1)CC)C1C(=CC2=C(C=CC=C12)C1=CC=CC=C1)CC)C